O1COC2=C1C=CC(=C2)N2C(=NNC2=S)C2=CC=CC(=N2)N2CCN(CC2)C(CCCCC2SC=C1NCNC12)=O 4-(5-(4-(6-(4-(benzo[d][1,3]dioxol-5-yl)-5-thioxo-4,5-dihydro-1H-1,2,4-triazol-3-yl)pyridin-2-yl)piperazin-1-yl)-5-oxopentyl)tetrahydro-1H-thieno[3,4-d]imidazol